N1C(=NC=C1)CNC1=NC=CC(=C1)CN1C(N(C(C1(C)C)=O)C1=CC=C(C=C1)SC(F)(F)F)=O 1-((2-(((1H-imidazol-2-yl)methyl)amino)pyridin-4-yl)methyl)-5,5-dimethyl-3-(4-((trifluoromethyl)thio)phenyl)imidazolidine-2,4-dione